C(C)(C)(C)OC(=O)N1CC(C1)(CO)N 3-amino-3-(hydroxymethyl)azetidine-1-carboxylic acid tert-butyl ester